FC1=C(CN2C(OCC=3C=NC=4C=C(C=CC4C32)OC)=O)C(=CC(=C1)SCC1=CC=C(C=C1)OC)F 1-(2,6-difluoro-4-((4-methoxybenzyl)thio)benzyl)-8-methoxy-1,4-dihydro-2H-[1,3]oxazino[5,4-c]quinolin-2-one